ClC=1C=C(C=CC1)C1=CC(=CC=C1)C(CC(=O)[O-])NC(=O)NC=1C(N(C=C(C1[O-])C)C)=O.[Na+].[Na+] Natrium 3-(3'-Chlorobiphenyl-3-yl)-3-(3-(1,5-dimethyl-4-oxido-2-oxo-1,2-dihydropyridin-3-yl)ureido)propanoat